C(C)(C)(C)N(C(O)=O)C1=NSC(=N1)C1=NN=C2N1CCN([C@@H]2C)C(C2=CC=C(C=C2)F)=O.C(#N)C=2C=C(C=CC2)NC(N)=NCCOC 3-(3-cyanophenyl)-2-(2-methoxyethyl)guanidine tert-butyl-(R)-(5-(7-(4-fluorobenzoyl)-8-methyl-5,6,7,8-tetrahydro-[1,2,4]triazolo[4,3-a]pyrazin-3-yl)-1,2,4-thiadiazol-3-yl)carbamate